tert-Butyl 6-((1R,5S,6r)-6-(trifluoromethyl)-3-azabicyclo[3.1.0]hexan-3-yl)quinoline-4-carboxylate FC(C1[C@H]2CN(C[C@@H]12)C=1C=C2C(=CC=NC2=CC1)C(=O)OC(C)(C)C)(F)F